C(C1=CC=CC=C1)OC1CC(CCC1)(C1=C(C=CC=C1CO)F)CO (3-(benzyloxy)-1-(2-fluoro-6-(hydroxymethyl)phenyl)cyclohexyl)methanol